1-(2-(3,8-diazabicyclo[3.2.1]oct-8-yl)-7,8-dihydro-1,6-naphthyridin-6(5H)-yl)-2-(4-fluorophenyl)ethan-1-one C12CNCC(CC1)N2C2=NC=1CCN(CC1C=C2)C(CC2=CC=C(C=C2)F)=O